C(C)(C)(C)OC(=O)N1CCN(CC1)C=1C=CC(=NC1OC)C(=O)O 5-(4-(tert-butoxycarbonyl)piperazin-1-yl)-6-methoxypicolinic acid